N-((2-methoxy-5-(2-morpholinopropan-2-yl)phenyl)sulfonyl)-5-(pyridin-2-yl)quinoline-2-carboxamide sodium (3-(1-(6,7-dimethoxyquinazolin-4-yl)azepan-4-yl)propyl)phosphonate COC=1C=C2C(=NC=NC2=CC1OC)N1CCC(CCC1)CCCP([O-])([O-])=O.[Na+].COC1=C(C=C(C=C1)C(C)(C)N1CCOCC1)S(=O)(=O)NC(=O)C1=NC2=CC=CC(=C2C=C1)C1=NC=CC=C1.[Na+]